OC1CN(C1)C(=O)OC1CCC(CC1)C(N(CC12CCC(CC1)(CC2)C2=CC(=C(C=C2)OC)C)C2=NC=CC(=C2)C2CCN(CC2)C(C)C)=O 4-((4-(1-Isopropylpiperidin-4-yl)pyridin-2-yl)((4-(4-methoxy-3-methylphenyl)bicyclo[2.2.2]octan-1-yl)methyl)carbamoyl)cyclohexyl trans-3-hydroxyazetidine-1-carboxylate